3-[5-[1-(2-fluoro-6-methyl-phenyl)-piperidin-4-yl]-6-oxo-7-(2-trifluoromethyl-benzyl)-4,5,6,7-tetrahydro-pyrazolo[3,4-d]pyrimidin-2-yl]-azetidine-1-carboxylic acid ethyl ester C(C)OC(=O)N1CC(C1)N1N=C2N(C(N(CC2=C1)C1CCN(CC1)C1=C(C=CC=C1C)F)=O)CC1=C(C=CC=C1)C(F)(F)F